(1r,4r)-4-{[(tert-butoxy)carbonyl]amino}cyclohexane-1-carboxylic acid CC(C)(C)OC(=O)NC1CCC(CC1)C(=O)O